bismuth mercuric oxide [Hg]=O.[Bi]